(R)-N-((R)-1-(6-(fluoromethyl)-8-(3-methyl-2,4-dioxoimidazolidin-1-yl)imidazo[1,2-a]pyridin-2-yl)ethyl)-2-methylpropane-2-sulfinamide FCC=1C=C(C=2N(C1)C=C(N2)[C@@H](C)N[S@](=O)C(C)(C)C)N2C(N(C(C2)=O)C)=O